ClC1=NC=2N(C3=C1CCN3)N=CC2C(=O)NC[C@@H](C)OCC=2C=C(C(=NC2)OC)[N+](=O)[O-] (R)-5-chloro-N-(2-((2-methoxy-3-nitropyridin-5-yl)methoxy)propyl)-7,8-dihydro-6H-pyrazolo[1,5-a]pyrrolo[3,2-e]pyrimidine-3-carboxamide